NC1=C(C(=NN1C1CCC2(OCCO2)CC1)C1=CC=C(C=C1)OC1=CC=CC=C1)C#N 5-amino-3-(4-phenoxyphenyl)-1-(1,4-dioxaspiro[4.5]decan-8-yl)-1H-pyrazole-4-carbonitrile